(4aS,9bS)-9-fluoro-7-(trifluoromethyl)-1,2,3,4,4a,9b-hexahydrobenzofuro[3,2-b]pyridine-2,2-d2 hydrochloride Cl.FC1=CC(=CC2=C1[C@@H]1NC(CC[C@@H]1O2)([2H])[2H])C(F)(F)F